C1OCC12CC(C2)OC2=C(C=C(C=C2)F)C2CCN(CC2)[C@H]2CC1(CN(C1)C=1C=NC=NC1)CC2 (R)-6-(4-(2-((2-oxaspiro[3.3]heptan-6-yl)oxy)-5-fluorophenyl)piperidin-1-yl)-2-(pyrimidin-5-yl)-2-azaspiro[3.4]octane